Para-hydroxy-2-methoxyphenol OC1=CC(=C(C=C1)O)OC